C1(=CC=CC=C1)NC1=CC=C(C=C1)NC1=CC=CC=C1 N,N'-Diphenyl-1,4-benzenediamine